4-(5-{7-Methyl-7-[(2R)-2-methylpyrrolidin-1-yl]-6,7,8,9-tetrahydro-5H-benzo[7]annulen-2-yl}-1H-pyrazolo[3,4-b]pyridin-3-yl)-N-[(3S)-oxolan-3-yl]benzamide CC1(CCC2=C(CC1)C=C(C=C2)C=2C=C1C(=NC2)NN=C1C1=CC=C(C(=O)N[C@@H]2COCC2)C=C1)N1[C@@H](CCC1)C